6-(trifluoromethyl)-1-benzofuran-2-carboxylic acid FC(C1=CC2=C(C=C(O2)C(=O)O)C=C1)(F)F